C1(CC1)NC(C1=C(C=C(C=C1OC)C1=CN=C2N1C=CC(=C2)C(CC)(C)O)OC(F)F)=O N-cyclopropyl-2-(difluoromethoxy)-4-[7-(1-hydroxy-1-methyl-propyl)imidazo[1,2-a]pyridin-3-yl]-6-methoxy-benzamide